3-((4-(5-chloro-3-methyl-2-(((4-methylpiperidin-4-yl)methyl)amino)phenyl)pyrrolo[2,1-f][1,2,4]triazin-6-yl)methyl)-6,6-dimethyl-3-azabicyclo[3.1.0]hexane-2,4-dione dihydrochloride Cl.Cl.ClC=1C=C(C(=C(C1)C1=NC=NN2C1=CC(=C2)CN2C(C1C(C1C2=O)(C)C)=O)NCC2(CCNCC2)C)C